tribromo-α-methylstyrene BrC1=C(C(=C(Br)Br)C)C=CC=C1